BrC1=CC=CC=2N(C(N(C21)C2CC2)=O)C2C(NC(CC2)=O)=O 3-(4-Bromo-3-cyclopropyl-2-oxo-benzimidazol-1-yl)piperidine-2,6-dione